CC1N(C(=CC=N1)C=1C=CC2=C(C(=CO2)C)C1)[C@@H](C)C1=CC(=CC=C1)C=1C=NC=C(C1)C 2-methyl-6-(3-methyl-1-benzofuran-5-yl)-N-[(1S)-1-[3-(5-methylpyridin-3-yl)phenyl]ethyl]pyrimidin